tert-butyl ((2-((3-(1H-imidazol-1-yl)propyl)amino)benzo[d]thiazol-6-yl)methyl)carbamate N1(C=NC=C1)CCCNC=1SC2=C(N1)C=CC(=C2)CNC(OC(C)(C)C)=O